C(C)(C)OC(=O)N1CCN(CC1)C1=NC=2N(C=C1)N=CC2C=2C(=NN(C2C)C)C 4-(3-(1,3,5-trimethyl-1H-pyrazol-4-yl)pyrazolo[1,5-a]pyrimidin-5-yl)piperazine-1-carboxylic acid isopropyl ester